NC1CCC(CC1)NC1=NC2=C(C=C(C=C2C=N1)C=1C(=NC(=NC1)NS(=O)(=O)C1=C(C=CC=C1)Cl)C)CC N-(5-(2-(((1r,4r)-4-aminocyclohexyl)amino)-8-ethylquinazolin-6-yl)-4-methylpyrimidin-2-yl)-2-chlorobenzene-sulfonamide